N-(2-chloro-6-fluorobenzyl)-3-(3-nitrophenyl)-1H-1,2,4-triazol-5-amine ClC1=C(CNC2=NC(=NN2)C2=CC(=CC=C2)[N+](=O)[O-])C(=CC=C1)F